3-amino-N-[(2,6-difluorophenyl)methyl]-5-(4-fluorophenyl)-6-(1-methyl-6-oxo-1,6-dihydropyridin-3-yl)pyrazine-2-carboxamide NC=1C(=NC(=C(N1)C1=CC=C(C=C1)F)C1=CN(C(C=C1)=O)C)C(=O)NCC1=C(C=CC=C1F)F